CC(C=O)C 2-methylpropan-1-on